(E)-6-((6-(2-(5-Cyclopropyl-3-(2-(trifluoromethyl)phenyl)isoxazol-4-yl)vinyl)spiro[3.3]heptan-2-yl)methoxy)chinolin C1(CC1)C1=C(C(=NO1)C1=C(C=CC=C1)C(F)(F)F)/C=C/C1CC2(CC(C2)COC=2C=C3C=CC=NC3=CC2)C1